FC=1C=C(C=C(C1)F)[C@@H]1CC=NN1C(=O)N1CC(C1)OC1=CC(=NC=C1F)N1N=C(C(=C1C)C#N)CC (S)-1-(4-((1-(5-(3,5-difluorophenyl)-4,5-dihydro-1H-pyrazole-1-carbonyl)azetidin-3-yl)oxy)-5-fluoropyridin-2-yl)-3-ethyl-5-methyl-1H-pyrazole-4-carbonitrile